FC1=CC=C(C=C1)C(C)S(=O)(=O)CC(=O)N1CC2CCC(C1)N2C2=NC=C(C#N)C=C2 Racemic-6-(3-(2-((1-(4-fluorophenyl)ethyl)sulfonyl)acetyl)-3,8-diazabicyclo[3.2.1]octan-8-yl)nicotinonitrile